N-(4-(4,4-difluorocyclohexyl)-6-(2,5-difluorophenyl)pyrimidin-5-yl)-3-(2,2-difluoroethoxy)isoxazole-5-carboxamide FC1(CCC(CC1)C1=NC=NC(=C1NC(=O)C1=CC(=NO1)OCC(F)F)C1=C(C=CC(=C1)F)F)F